NC1=C(C(=O)NCC(F)(F)F)C=CC(=C1)C1=NOC(C1)(C(F)(F)F)C1=CC(=CC(=C1)Cl)Cl 2-amino-4-[5-(3,5-dichlorophenyl)-5-trifluoromethyl-4,5-dihydroisoxazol-3-yl]-N-(2,2,2-trifluoroethyl)benzoic acid amide